methyl((6-(5-(trifluoromethyl)-1,2,4-oxadiazol-3-yl)imidazo[1,2-a]pyridin-2-yl)methyl)((3,3,3-trifluoropropyl)imino)-λ6-sulfanone CS(=O)(=NCCC(F)(F)F)CC=1N=C2N(C=C(C=C2)C2=NOC(=N2)C(F)(F)F)C1